N-(4-((5-chloropyridin-2-yl)methoxy)phenyl)-6-(1H-tetrazol-5-yl)furo[3,2-c]pyridine-3-carboxamide ClC=1C=CC(=NC1)COC1=CC=C(C=C1)NC(=O)C1=COC2=C1C=NC(=C2)C2=NN=NN2